C1(O)C(O)C=CC=C1 1,2-dihydrocatechol